C(C1=CC=CC=C1)[C@]1(O)[C@H](OC(C)=O)[C@@H](OC(C)=O)[C@H](OC(C)=O)[C@H](O1)CO Benzyl-2,3,4-tri-O-acetyl-beta-D-glucopyranose